tris(N,N-bis(trimethylsilyl)amide) yttrium (III) [Y+3].C[Si]([N-][Si](C)(C)C)(C)C.C[Si]([N-][Si](C)(C)C)(C)C.C[Si]([N-][Si](C)(C)C)(C)C